Thienopyridin S1C=CC2=C1C=CC=N2